Cl.C1NCCC12CCN(CC2)C2=C1C=CC(NC1=NC=C2)=O 5-(2,8-diazaspiro[4.5]decan-8-yl)-1,8-naphthyridin-2(1H)-one hydrochloride